(5-(3-Butyryl-2,6-dihydroxy-4-methoxy-5-methylbenzyl)-2,4,6-trihydroxy-1,3-phenylene)bis(benzophenone) C(CCC)(=O)C=1C(=C(CC=2C(=C(C(=C(C2O)C2=C(C(=O)C3=CC=CC=C3)C=CC=C2)O)C2=C(C(=O)C3=CC=CC=C3)C=CC=C2)O)C(=C(C1OC)C)O)O